C1(CCC1)C1=NN(C2=NC(=CC(=C21)N2CCC(CC2)COC)C(=O)NS(=O)(=O)N2COCC2)C2=CC=CC=C2 3-cyclobutyl-4-[4-(methoxymethyl)piperidin-1-yl]-N-(oxazolidine-3-sulfonyl)-1-phenyl-1H-pyrazolo[3,4-b]pyridine-6-carboxamide